S1C(=NC2=C1C=CC=C2)C(=O)[C@H](CCCNC(=N)N)NC([C@H](CC(C)C)NC(=O)CC2=CC=C(C=C2)CNC([C@H](CO)NC(C)=O)=O)=O N-[(S)-1-[(1,3-benzothiazol-2-yl)carbonyl]-4-guanidinobutyl](S)-2-{[(p-{[(S)-2-acetylamino-3-hydroxypropionylamino]methyl}phenyl)methyl]carbonylamino}-4-methylvaleramide